1,2-di(methylamino)ethane CNCCNC